ethyl (S)-4-(4-(2-cyclohexyl-2-(1-(penta-1,4-dien-3-yl)-1H-pyrazole-5-carboxamido) acetamido) phenyl)-3-methyl-1H-pyrazole-5-carboxylate C1(CCCCC1)[C@@H](C(=O)NC1=CC=C(C=C1)C=1C(=NNC1C(=O)OCC)C)NC(=O)C1=CC=NN1C(C=C)C=C